C1(OC(C=2C=3C4=C(C5=CC=CC=C5OC4=CC2)C=CC13)=O)=O isochromeno[6,5,4-mna]xanthene-1,3-dione